[I-].C(C)(C)(C)N1CN(C=C1)C(C)(C)C 1,3-di-tert-butyl-imidazole iodide